(4-((5-amino-3-methylpentyl)(5-(3,5-dimethylisoxazol-4-yl)-2-methylphenyl)amino)phenyl)cyclopropane-1-carbonitrile NCCC(CCN(C1=CC=C(C=C1)C1(CC1)C#N)C1=C(C=CC(=C1)C=1C(=NOC1C)C)C)C